7-(4-bromo-3-chloro-benzoyl)-N-[(4-cyano-2-fluoro-phenyl)methyl]-3-oxo-2-[4-(2,2,2-trifluoroethoxy)phenyl]-6,8-dihydro-5H-imidazo[1,5-a]pyrazine-1-carboxamide BrC1=C(C=C(C(=O)N2CC=3N(CC2)C(N(C3C(=O)NCC3=C(C=C(C=C3)C#N)F)C3=CC=C(C=C3)OCC(F)(F)F)=O)C=C1)Cl